ClC1=C(C(=NC=C1)N1CCC2(CC1)C=1C=CC(=NC1C(NC2)=O)C=2C(=NC=CC2)OCC)I 1'-(4-chloro-3-iodopyridin-2-yl)-2-(2-ethoxypyridin-3-yl)spiro[6,7-dihydro-1,7-naphthyridine-5,4'-piperidine]-8-one